BrC=1C=C(C(=C(C1)F)C(C)C)O 5-Bromo-1-fluoro-3-hydroxy-2-isopropylbenzene